8-(4,5-Dimethoxy-2-nitrobenzyloxy)pyrene-1,3,6-trisulfonyl chloride COC1=CC(=C(COC=2C=C(C=3C=CC4=C(C=C(C=5C=CC2C3C54)S(=O)(=O)Cl)S(=O)(=O)Cl)S(=O)(=O)Cl)C=C1OC)[N+](=O)[O-]